N-(cis-3-morpholinocyclobutyl)-5-(1,5-naphthyridin-2-yl)pyrrolo[2,1-f][1,2,4]triazin-2-amine O1CCN(CC1)[C@H]1C[C@H](C1)NC1=NN2C(C=N1)=C(C=C2)C2=NC1=CC=CN=C1C=C2